(1-(4-bromopyridin-2-yl)piperidin-4-yl)(5-(3,5-difluorophenyl)-4,5-dihydro-1H-pyrazol-1-yl)methanone BrC1=CC(=NC=C1)N1CCC(CC1)C(=O)N1N=CCC1C1=CC(=CC(=C1)F)F